diallyl disulfite S(=O)(OCC=C)OS(=O)OCC=C